5-((4-((3-fluorobenzyl)amino)-5-methylpyrimidin-2-yl)amino)benzo[c][1,2]oxaborole-1(3H)-ol FC=1C=C(CNC2=NC(=NC=C2C)NC2=CC3=C(B(OC3)O)C=C2)C=CC1